C(#C)C1=CC2=C(OC(O2)(F)F)C=C1 5-ethynyl-2,2-difluorobenzo[d][1,3]dioxole